[N+](=O)([O-])C1=CC=C(C=C1)O 4-Nitrophenol